C(C#CC)(=O)N1[C@@H](CCC1)COC=1C=NC=CC1C1=C(C=2C(NCCC2N1)=O)NC1=C(C(=CC=C1)F)OC 2-(3-{[(2S)-1-(but-2-ynoyl)pyrrolidin-2-yl]methoxy}pyridin-4-yl)-3-[(3-fluoro-2-methoxyphenyl)amino]-1H,5H,6H,7H-pyrrolo[3,2-c]pyridin-4-one